FCCN1N=CC(=C1)C=1C=CC=2N(C1)N=CC2C#N 6-(1-(2-fluoroethyl)-1H-pyrazol-4-yl)pyrazolo[1,5-a]pyridine-3-carbonitrile